7-((3-(difluoromethyl)-4-fluorophenyl)carbamoyl)-6-methyl-2,3-dihydro-1H-pyrrolizine-5-carboxylic acid FC(C=1C=C(C=CC1F)NC(=O)C=1C(=C(N2CCCC12)C(=O)O)C)F